N-((1r,4r)-4-(5-(6-(5-cyano-1H-pyrrolo[2,3-b]pyridin-1-yl)-4-(methylamino)pyridin-3-yl)-1,3,4-Thiadiazol-2-yl)cyclohexyl)-2-(piperazin-1-yl)acetamide C(#N)C=1C=C2C(=NC1)N(C=C2)C2=CC(=C(C=N2)C2=NN=C(S2)C2CCC(CC2)NC(CN2CCNCC2)=O)NC